FC(C)(F)C=1C=C(C=CC1)NC(=O)C1=NC(=NC(=C1)C)C=1C=C(C(=CC1)OC(F)F)C1=CC=CC=C1 N-(3-(1,1-difluoroethyl)phenyl)-2-(6-(difluoromethoxy)-[1,1'-biphenyl]-3-yl)-6-methylpyrimidine-4-carboxamide